FC1=CC=C(C=N1)C=1C=C2C(=NC=NC2=CC1)NC=1C=C(C=CC1)NC(C=C)=O N-(3-((6-(6-fluoropyridin-3-yl)quinazolin-4-yl)amino)phenyl)acrylamide